C1=CC=CC=2C3=CC=CC=C3N(C12)C1C(CC1)N1C2=CC=CC=C2C=2C=CC=CC12 1,2-bis(9H-carbazol-9-yl)cyclobutane